O=C(C)O[I](C1=CC=CC=C1)OC(=O)C phenyliodine diacetate